COC=1C=C2C(=NC=NC2=CC1OC)NC1=CC=C(C=C1)NC(=O)NC1=CC=C(C=C1)OC 1-(4-((6,7-dimethoxyquinazolin-4-yl)amino)phenyl)-3-(4-methoxyphenyl)urea